2-[({2-[(2,4-dichlorobenzyl)oxy]-1-naphthyl}methyl)amino]ethanol ClC1=C(COC2=C(C3=CC=CC=C3C=C2)CNCCO)C=CC(=C1)Cl